NCCCC[C@@H](C(=O)O)NC([C@@](CC1=CC(=C(C=C1)OP(=O)(O)O)O)(C)NN)=O (2S)-6-amino-2-[[(2S)-2-hydrazinyl-3-(3-hydroxy-4-phosphonooxyphenyl)-2-methylpropanoyl]amino]hexanoic acid